C(=O)=[C].[Mn] manganese carbonyl-carbon